N-(3-cyano-5-(trifluoromethyl)phenyl)-6-(pyrazolo[1,5-a]pyrazine-3-carbonyl)-4,5,6,7-tetrahydrothieno[2,3-c]pyridine-3-carboxamide C(#N)C=1C=C(C=C(C1)C(F)(F)F)NC(=O)C1=CSC=2CN(CCC21)C(=O)C=2C=NN1C2C=NC=C1